FC1=C(OC2=NC=CC=C2C2=NC(=NC=C2)N[C@@H]2CN(C[C@H](C2)F)C(=O)OCC2=CC=CC=C2)C(=CC(=C1F)NS(=O)(=O)C(C)C1=CC=CC=C1)C Benzyl (3S,5S)-3-((4-(2-(2,3-difluoro-6-methyl-4-((1-phenylethyl)sulfonamido)phenoxy)pyridin-3-yl)pyrimidin-2-yl)amino)-5-fluoropiperidine-1-carboxylate